(3S)-tert-butyl 4-(6-fluoro-7-(2-fluoro-6-(3-hydroxypropyl)phenyl)-1-(4-hydroxy-2-isopropylpyridin-3-yl)-2-oxo-1,2-dihydropyrido[2,3-d]pyrimidin-4-yl)-3-methylpiperazine-1-carboxylate FC1=CC2=C(N(C(N=C2N2[C@H](CN(CC2)C(=O)OC(C)(C)C)C)=O)C=2C(=NC=CC2O)C(C)C)N=C1C1=C(C=CC=C1CCCO)F